tert-butyl 3-(4-iodo-3-methoxy-1H-pyrazol-1-yl)azetidine-1-carboxylate IC=1C(=NN(C1)C1CN(C1)C(=O)OC(C)(C)C)OC